C(C)C1NCCC12CC=C(CC2)C2=NC(=NC(=C2)O[C@@H](C(F)(F)F)C2=C(C=C(C=C2)Cl)C=2COCCC2)N Ethyl-8-(2-amino-6-((R)-1-(4-chloro-2-(5,6-dihydro-2H-pyran-3-yl)phenyl)-2,2,2-trifluoroethoxy)pyrimidin-4-yl)-2-azaspiro[4.5]dec-7-en